CC(C)[C@@H](C)CC[C@@H](C)[C@H]1CC[C@H]2C3=CCC4C[C@H](CC[C@]4(C)[C@H]3CC[C@]12C)O ergosta-7-en-3β-ol